N1=C(C=CC=C1)C(CC)(CC)O 3-pyridin-2-yl-pentan-3-ol